(2E)-3-(3-fluoro-1-methylazetidin-3-yl)prop-2-enoic acid FC1(CN(C1)C)/C=C/C(=O)O